C(C(=C)C)(=O)O.[Na] Sodium Methacrylic Acid